Cl.N[C@@H](CC=1C=C(C=CC1)CC(=O)O)C(=O)OCC1=CC(=NC(=C1)Cl)Cl (S)-2-(3-(2-Amino-3-((2,6-dichloropyridin-4-yl)methoxy)-3-oxopropyl)phenyl)acetic acid hydrochloride